tert-Butyl (S)-4-((S)-4-(tert-butoxy)-2-((S)-2-(5-chloro-1H-indole-2-carboxamido)-3-(naphthalen-2-yl)propanamido)-4-oxobutanamido)-5-oxo-5-((3-(trifluoromethyl)phenyl)amino)pentanoate C(C)(C)(C)OC(C[C@@H](C(=O)N[C@@H](CCC(=O)OC(C)(C)C)C(NC1=CC(=CC=C1)C(F)(F)F)=O)NC([C@H](CC1=CC2=CC=CC=C2C=C1)NC(=O)C=1NC2=CC=C(C=C2C1)Cl)=O)=O